C1(CC1)C1=NN(C=C1C#N)C1=NC=C(C=C1)C=O 3-cyclopropyl-1-(5-formylpyridin-2-yl)-1H-pyrazole-4-carbonitrile